BrC=1C=C(C=CC1F)NC(=NO)C1=NON=C1NCCC1=NOC(N1)=C=O N-(3-bromo-4-fluorophenyl)-N'-hydroxy-4-((2-(5-carbonyl-4,5-dihydro-1,2,4-oxadiazol-3-yl)ethyl)amino)-1,2,5-oxadiazol-3-formamidine